[P]=S.[Li].[S] sulfur lithium phosphorus sulfide